N=1C=CN2C1C=CC(=C2)OC2=C(C=C(N)C=C2)C 4-(imidazo[1,2-a]pyridin-6-yloxy)-3-methylaniline